FC1(CN(CC[C@H]1N1C(N(C=2C=NC=3C=CC(=CC3C21)C=2C=NC=CC2)C)=O)C)F (R)-1-(3,3-difluoro-1-methylpiperidin-4-yl)-3-methyl-8-(pyridin-3-yl)-1,3-dihydro-2H-imidazo[4,5-c]quinolin-2-one